1-methyl-4-(1-methylethylidene)cyclohexeneN CC1=CCC(C=C1)=C(C)C